N-(4-(t-butyl)phenyl)-3-chloroaniline C(C)(C)(C)C1=CC=C(C=C1)NC1=CC(=CC=C1)Cl